NC([C@H](CN(C(=O)C=1C=CC2=C(B(OC2)O)C1)CC1=CC=CC=C1)NC(=O)C=1C=CC2=C(B(OC2)O)C1)=O (S)-N-(3-amino-2-(1-hydroxy-1,3-dihydrobenzo[c][1,2]oxaborole-6-carboxamido)-3-oxopropyl)-N-benzyl-1-hydroxy-1,3-dihydrobenzo[c][1,2]oxaborole-6-carboxamide